ClC=1C=CC(=NC1)COC=1SC=C(N1)C=1CC=NCC1 4-(2-((5-chloropyridin-2-yl)methoxy)thiazol-4-yl)-3,6-dihydropyridin